4-(5-((2-chlorophenyl)amino)-6-fluoro-1H-indazol-1-yl)-N-(oxetan-3-yl)thiophene-2-carboxamide ClC1=C(C=CC=C1)NC=1C=C2C=NN(C2=CC1F)C=1C=C(SC1)C(=O)NC1COC1